1-(4-Bromothiophen-3-yl)cyclopropanenitrile BrC=1C(=CSC1)C1(CC1)C#N